(5-oxohexyloxy)pyrrolidine-1-carboxylic acid (R)-tert-butyl ester C(C)(C)(C)OC(=O)N1C(CCC1)OCCCCC(C)=O